C[Si](C1=C(C=CC=C1)C=C)(OCCCC)C dimethyl-butoxy(2-vinylphenyl)silane